ClC=1N=CC=2N(C(C(=C(N2)C(F)(F)F)C=2C=NN(C2)CC(C(F)(F)F)(F)F)=O)C1 7-chloro-3-[1-(2,2,3,3,3-pentafluoropropyl)-1H-pyrazol-4-yl]-2-(trifluoromethyl)-4H-pyrazino[1,2-a]pyrimidin-4-one